(R)-3-(1-((8-(3,3-dimethylmorpholinyl)-6-(1-(fluoromethyl)cyclopropyl)-2-methyl-7-Oxo-6,7-dihydropyrido[4,3-d]pyrimidin-4-yl)amino)ethyl)-2-methylbenzonitrile CC1(N(CCOC1)C=1C(N(C=C2C1N=C(N=C2N[C@H](C)C=2C(=C(C#N)C=CC2)C)C)C2(CC2)CF)=O)C